N-vinyl-carbazolium tetrafluoroborate F[B-](F)(F)F.C(=C)[NH+]1C2=CC=CC=C2C=2C=CC=CC12